(3R)-N-(7-methoxy-6-{[2-(pyrrolidin-1-yl)ethoxy]methyl}-1H,2H,3H-cyclopenta[b]quinolin-9-yl)-1-methylpyrrolidin-3-amine COC1=CC=2C(=C3C(=NC2C=C1COCCN1CCCC1)CCC3)N[C@H]3CN(CC3)C